cis-2-methyl-5-(2-nitro-4-(trifluoromethyl)phenyl)octahydropyrrolo[3,4-c]pyrrole CN1C[C@@H]2CN(C[C@@H]2C1)C1=C(C=C(C=C1)C(F)(F)F)[N+](=O)[O-]